C1(CC1)C1=CC=C(C=N1)N 6-cyclopropylpyridin-3-amine